CN1C(C(CC1)NC(CN(C=1C2=C(N=C(N1)C1=NC=CC=C1)CCC2)C)=O)=O N-(1-methyl-2-oxopyrrolidin-3-yl)-2-{methyl[2-(pyridin-2-yl)-5H,6H,7H-cyclopenta[d]pyrimidin-4-yl]amino}acetamide